Cl.Cl.COCCN1CCC2(CN(CCO2)C2=C(C=CC(=C2C(F)(F)F)OC2=CC=CC=C2)NC(=O)C=2N=C(SC2)C2=CN=NC=C2)CC1 N-{2-[9-(2-methoxyethyl)-1-oxa-4,9-diazaspiro[5.5]undec-4-yl]-4-phenoxy-3-(trifluoromethyl)phenyl}-2-(pyridazin-4-yl)-1,3-thiazole-4-carboxamide dihydrochloride